CC=1C(=NC2=CC(=CC=C2N1)OC=1C=CC2=C(NC(=N2)C)C1)C=1C=NN(C1)C1CCNCC1 methyl-7-((2-methyl-1H-benzo[d]imidazol-6-yl)oxy)-2-(1-(piperidin-4-yl)-1H-pyrazol-4-yl)quinoxaline